tert-Butyl N-[3-({3-[8-fluoro-4-(pyridin-3-yl)quinolin-6-yl]-1-(4-methylbenzenesulfonyl)-1H-pyrrolo[2,3-b]pyridin-5-yl}formamido)propyl]carbamate FC=1C=C(C=C2C(=CC=NC12)C=1C=NC=CC1)C1=CN(C2=NC=C(C=C21)C(=O)NCCCNC(OC(C)(C)C)=O)S(=O)(=O)C2=CC=C(C=C2)C